6-((2R,3S,4S,5R)-3-(3,4-difluoro-2-methoxyphenyl)-4,5-dimethyl-5-(trifluoromethyl)tetrahydrofuran-2-yl)-N,2-dimethyl-4-oxo-1,4-dihydropyridine-3-carboxamide FC=1C(=C(C=CC1F)[C@H]1[C@@H](O[C@]([C@H]1C)(C(F)(F)F)C)C1=CC(C(=C(N1)C)C(=O)NC)=O)OC